2-(2-(1,3-dioxoisoindolin-2-yl)ethoxy)ethyl methanesulfonate CS(=O)(=O)OCCOCCN1C(C2=CC=CC=C2C1=O)=O